4-bromo-N-(3-{2-tert-butyl-5-[2-(1-methanesulfonyl-piperidin-4-ylamino)-pyrimidin-4-yl]-thiazol-4-yl}-2-fluoro-phenyl)-2,6-difluoro-benzenesulfonamide BrC1=CC(=C(C(=C1)F)S(=O)(=O)NC1=C(C(=CC=C1)C=1N=C(SC1C1=NC(=NC=C1)NC1CCN(CC1)S(=O)(=O)C)C(C)(C)C)F)F